C(CCCCCC)OCOC=CCCCCC(OCCCCCCCCC)OCCCCCCCCC dinonyloxyheptenyl heptyloxymethyl ether